C1(=CC=CC=C1)C1=CSC=2N=C(N=C(C21)O)C2=NC=CC=C2 5-phenyl-2-(pyridin-2-yl)thieno[2,3-d]pyrimidin-4-ol